(S)-5-((6-(3-(tert-butoxy)-2-((1,3-dioxoisoindolin-2-yl)oxy)-3-oxopropoxy)quinolin-2-yl)amino)-1,2-dimethyl-1H-pyrazol-2-ium C(C)(C)(C)OC([C@H](COC=1C=C2C=CC(=NC2=CC1)NC1=CC=[N+](N1C)C)ON1C(C2=CC=CC=C2C1=O)=O)=O